ClC=1C=C(OCC(C(=O)O)=C)C=C(C1)NC(NCC=1C(=C2CN(C(C2=CC1)=O)C1C(NC(CC1)=O)=O)F)=O 2-[[3-chloro-5-[[2-(2,6-dioxo-3-piperidyl)-4-fluoro-1-oxo-isoindolin-5-yl]methylcarbamoylamino]phenoxy]methyl]prop-2-enoic acid